OCCCCOC(C(=C)C)=O.BrC1=NC(=CC=C1)COCCC1=CC(=C(C(=C1)[N+](=O)[O-])OC)C1=NN(C=N1)C 2-Bromo-6-((4-methoxy-3-(1-methyl-1H-1,2,4-triazol-3-yl)-5-nitrophenethoxy)methyl)pyridine hydroxybutylmethacrylate